3-fluoro-4-(4-nitrophenoxy)piperidine-1-carboxylic acid tert-butyl ester C(C)(C)(C)OC(=O)N1CC(C(CC1)OC1=CC=C(C=C1)[N+](=O)[O-])F